N-hexadecyl-N-dodecyl-tolylammonium tetrakis(perfluoronaphthalen-2-yl)borate tert-butyl-3-[1-[2',6'-bis(benzyloxy)-[3,3'-bipyridin]-6-yl]pyrrolidin-3-yl]propanoate C(C)(C)(C)OC(CCC1CN(CC1)C1=CC=C(C=N1)C=1C(=NC(=CC1)OCC1=CC=CC=C1)OCC1=CC=CC=C1)=O.FC1=C(C(=C(C2=C(C(=C(C(=C12)F)F)F)F)F)F)[B-](C1=C(C2=C(C(=C(C(=C2C(=C1F)F)F)F)F)F)F)(C1=C(C2=C(C(=C(C(=C2C(=C1F)F)F)F)F)F)F)C1=C(C2=C(C(=C(C(=C2C(=C1F)F)F)F)F)F)F.C(CCCCCCCCCCCCCCC)[NH+](CCCCCCCCCCCC)C1=C(C=CC=C1)C